OC(CCCCCC=CC(=O)O)C(CCC(CCCCC)O)O 9,10,13-trihydroxy-octadecenoic acid